COC(CCC(C#N)C1=CC=C(C=C1)Br)=O 4-(4-bromophenyl)-4-cyano-butyric acid methyl ester